tert.-Butyl-imino-tris-(dimethylamino)-phosphoran C(C)(C)(C)N=P(N(C)C)(N(C)C)N(C)C